2-(4-chlorophenyl)-4-(2,2,2-trifluoroacetyl)oxazol-5(4H)-one ClC1=CC=C(C=C1)C=1OC(C(N1)C(C(F)(F)F)=O)=O